CC1C(CCOC(C2CCCCN2C(C(C2C(CCC(CCC(=CC=CC=CC(CC(C(CCC(=C1)C)=O)C)C)C)O2)C)=O)=O)=O)=O 15,17,21,23,29,35-hexamethyl-11,36-dioxa-4-azatricyclo[30.3.1.04,9]hexatriaconta-16,24,26,28-tetraene-2,3,10,14,20-pentone